N-(3-(2-amino-7-(methylamino)pyrido[2,3-d]pyrimidin-6-yl)-2-fluorophenyl)-5-chloro-2-methoxypyridine-3-sulfonamide NC=1N=CC2=C(N1)N=C(C(=C2)C=2C(=C(C=CC2)NS(=O)(=O)C=2C(=NC=C(C2)Cl)OC)F)NC